N-[6-[5-(acetylamino)-2-methylphenyl]imidazo[1,2-a]pyridin-2-yl]-2-fluoro-cyclopropanecarboxamide C(C)(=O)NC=1C=CC(=C(C1)C=1C=CC=2N(C1)C=C(N2)NC(=O)C2C(C2)F)C